2-propyl-hept-2-enal C(CC)C(C=O)=CCCCC